2-Benzoyl-2,7-diazaspiro[4.5]decane-6,8-dione C(C1=CC=CC=C1)(=O)N1CC2(CC1)C(NC(CC2)=O)=O